C[C@H](CCCC(C)C)[C@H]1CC[C@@H]2[C@@]1(CC[C@H]3[C@H]2CC=C4[C@@]3(CC[C@@H](C4)OS(=O)(=O)[O-])C)C The molecule is a steroid sulfate oxoanion obtained by deprotonation of the sulfo group of cholesterol sulfate; major species at pH 7.3. It is a conjugate base of a cholesterol sulfate.